(2-amino-1-(4-methoxyphenyl)ethyl)cyclohexanol NCC(C1=CC=C(C=C1)OC)C1(CCCCC1)O